1-(3-(6-chloro-2-((1-cyclopropyl-1H-pyrazol-4-yl)amino)quinazolin-7-yl)pyrrolidin-1-yl)-2-methylpropan-2-ol ClC=1C=C2C=NC(=NC2=CC1C1CN(CC1)CC(C)(O)C)NC=1C=NN(C1)C1CC1